FC1=C(OC2CC(C2)(C(=O)O)O)C=CC(=C1)F 3-(2,4-difluorophenoxy)-1-hydroxycyclobutane-1-carboxylic acid